CC1=C(C=NN1C1=CC=CC=C1)S(=O)(=O)NC1=C(N=CS1)C(=O)O 5-[(5-methyl-1-phenyl-1H-pyrazol-4-yl)sulfonamido]-1,3-thiazole-4-carboxylic acid